3',4'-dimethoxy-[1,1'-biphenyl]-4-carboxylic acid COC=1C=C(C=CC1OC)C1=CC=C(C=C1)C(=O)O